2-benzyl 1-tert-butyl (2S,4S)-4-(aminomethyl)-4-fluoropyrrolidine-1,2-dicarboxylate NC[C@]1(C[C@H](N(C1)C(=O)OC(C)(C)C)C(=O)OCC1=CC=CC=C1)F